C(C)(C)(C)N1CCC2(CC1)COC1=C3CN(C(C3=C(C=C12)Br)=O)[C@H](C(=O)N)CCC(=O)OC(C)(C)C tert-butyl-(S)-7-(1-amino-5-(tert-butoxy)-1,5-dioxopentan-2-yl)-5-bromo-6-oxo-7,8-dihydro-2H,6H-spiro[furo[2,3-e]isoindole-3,4'-piperidine]